sodium bisoleamide C(CCCCCCC\C=C/CCCCCCCC)(=O)N.C(CCCCCCC\C=C/CCCCCCCC)(=O)N.[Na]